(2R,4R)-1-(2,3-dichlorophenethyl)-4-((3-fluoro-6-((5-methyl-1H-pyrazol-3-yl)amino)pyridin-2-yl)-methyl)-2-methylpiperidine ClC1=C(CCN2[C@@H](C[C@@H](CC2)CC2=NC(=CC=C2F)NC2=NNC(=C2)C)C)C=CC=C1Cl